di-thiophosphate P(=S)([S-])([O-])[O-]